FCCCCCN1C=C(C2=CC=CC=C12)C(=O)NC12CC3CC(CC(C1)C3)C2 1-(5-fluoropentyl)-N-(1-adamantyl)-1H-indole-3-carboxamide